N[C@@H](CCC(N)=O)C(=O)O.[Zn] zinc glutamine